CON(C(C[C@H]1CN(CC1)C(=O)OC(C)(C)C)=O)C Tert-butyl (S)-3-(2-(methoxy(methyl)amino)-2-oxoethyl)pyrrolidine-1-carboxylate